3-Methoxy-11-(propan-2-yl)-11-azatricyclo[6.2.1.02,7]undeca-2,4,6,9-tetraene hydrochloride Cl.COC1=C2C3C=CC(C2=CC=C1)N3C(C)C